2-Chloro-N-(2-hydroxyphenyl)sulfonyl-6-[3-[[1-(trifluoromethyl)cyclopropyl]methoxy]pyrazol-4-yl]pyridine-3-carboxamide ClC1=NC(=CC=C1C(=O)NS(=O)(=O)C1=C(C=CC=C1)O)C=1C(=NNC1)OCC1(CC1)C(F)(F)F